C(C)OC(=O)C=1N=C(SC1)[C@@H](C[C@H](C(C)C)N(C(=O)[C@H]([C@H](CC)C)NC(=O)[C@@H]1N(CCCC1)C(=O)OC(C)(C)C)OCCCCC)O tert-Butyl (2R)-2-{[(1S,2S)-1-{[(1R,3R)-1-[4-(ethoxycarbonyl)-1,3-thiazol-2-yl]-1-hydroxy-4-methylpentan-3-yl](pentyloxy)carbamoyl}-2-methylbutyl]carbamoyl}piperidine-1-carboxylate